(1r,4r)-N1-(7-fluoropyrimido[1,6-b]indazol-3-yl)cyclohexane-1,4-diamine FC=1C=CC2=C3N(N=C2C1)C=NC(=C3)NC3CCC(CC3)N